C(#N)C1=CC=C(C=C1)NC(=O)C1=NC2=CC=CC=C2N=C1OC1=C(C=C(C=C1)F)OC N-(4-cyanophenyl)-3-(4-fluoro-2-methoxyphenoxy)quinoxaline-2-carboxamide